ClCC(=O)N(CCC1=C(C=CC=C1)OC)C(C(=O)NC1CCCCC1)C=1C=NC=CC1 2-chloro-N-(2-(cyclohexylamino)-2-oxo-1-(pyridin-3-yl)ethyl)-N-(2-methoxyphenylethyl)acetamide